ClC1=C(C=CC=C1F)[C@]12CNC[C@@H]2C1 (1S,5R)-1-(2-chloro-3-fluorophenyl)-3-azabicyclo[3.1.0]hexane